tert-Butyl 1-(4-chloro-7-(2,3-dihydroxypropoxy)-1H-indazol-6-yl)ethylcarbamate ClC1=C2C=NNC2=C(C(=C1)C(C)NC(OC(C)(C)C)=O)OCC(CO)O